C(C)OCOC=1C=C(C=C(C1C1=C(C=CC(=C1)C)C(=C)C)O)C(C)(CCCCCC)C 6-(ethoxymethoxy)-5'-methyl-4-(2-methyloctan-2-yl)-2'-(prop-1-en-2-yl)-[1,1'-biphenyl]-2-ol